COC=1C=C2C(=NC1C=1C(=C(C=CC1)CC#N)C)C(=NN2)C=2C=NC(=CC2)N2CCOCC2 (3-(6-methoxy-3-(6-morpholinopyridin-3-yl)-1H-pyrazolo[4,3-b]pyridin-5-yl)-2-methylphenyl)acetonitrile